C(C)O[Si](CCCN(CCO)CCO)(OCC)OCC 2,2'-((3-(triethoxysilyl)propyl)azanediyl)bis(ethan-1-ol)